7-(1-(3-Methoxy-4-((6-methoxypyridin-3-yl)methoxy)benzyl)-1H-benzo[d]imidazol-5-yl)-1-azabicyclo[3.2.1]oct-6-en-5-ol COC=1C=C(CN2C=NC3=C2C=CC(=C3)C3=CC2(CCCN3C2)O)C=CC1OCC=1C=NC(=CC1)OC